(4-methylpiperidin-1-yl)aniline CC1CCN(CC1)NC1=CC=CC=C1